(R)-1-[4-(trifluoromethyl)phenyl]ethanol FC(C1=CC=C(C=C1)[C@@H](C)O)(F)F